FC=1C=CC(=NC1)NC1=CC(=C(N=N1)C(=O)NC)NC1=CC=CC2=C1OCC=1C2=NOC1C 6-((5-fluoropyridin-2-yl)amino)-N-methyl-4-((3-methyl-4H-chromeno[4,3-c]isoxazol-6-yl)amino)pyridazine-3-carboxamide